CC(CCC(=O)OCC(=O)NCC1=CC(=C(C=C1)O)O)=CCCC(=CCCC=C(CCC=C(CCC=C(C)C)C)C)C 2-((3,4-dihydroxybenzyl)amino)-2-oxoethyl 4,8,13,17,21-pentamethyldocosa-4,8,12,16,20-pentaenoate